5-(6-Aminopyrazin-2-yl)-N-((6-((3R,5S)-3,5-dimethylpiperazin-1-yl)pyridin-2-yl)methyl)-7H-pyrrolo[2,3-d]pyrimidin-4-amine NC1=CN=CC(=N1)C1=CNC=2N=CN=C(C21)NCC2=NC(=CC=C2)N2C[C@H](N[C@H](C2)C)C